C(C1=CC=CC=C1)OC(C(=O)NN)(CC=C)C(F)(F)F 2-benzyloxy-2-(trifluoromethyl)pent-4-enehydrazide